ClC1=NC=CC(=N1)OCC(=O)C1=CC=CC=C1 2-(2-chloropyrimidin-4-yloxy)-1-phenylethanone